C(C)N(C(=O)Cl)CC N,N-diethylcarbamic chloride